imidazole-1-sulfonyl azide hydrochloric acid salt Cl.N1(C=NC=C1)S(=O)(=O)N=[N+]=[N-]